4-(3,4-Dichlorophenyl)-2-(1-naphthylmethyl)imidazole isopropyl-trans-N-[4-[5-[2-(ethylsulfamoyl)-4-(1H-imidazol-2-ylmethyl)phenyl]thiazol-2-yl]cyclohexyl]carbamate C(C)(C)OC(N[C@@H]1CC[C@H](CC1)C=1SC(=CN1)C1=C(C=C(C=C1)CC=1NC=CN1)S(NCC)(=O)=O)=O.ClC=1C=C(C=CC1Cl)C=1N=C(NC1)CC1=CC=CC2=CC=CC=C12